N-(4-cyano-2,5-difluorophenyl)-5-(1,2-thiazol-4-yl)-1H-pyrrole-3-sulfonamide C(#N)C1=CC(=C(C=C1F)NS(=O)(=O)C1=CNC(=C1)C=1C=NSC1)F